cytidineid [C@@H]1([C@H](O)[C@H](O)[C@@H](CO)O1)N1C(=O)NC(=[N-])C=C1